ClC=1C=C2C(NCCOC3=CC=CC=C3C=3C(=CC(=C(CS(C(C1OC)=C2)(=O)=O)C3)F)F)=O 15-chloro-21,23-difluoro-16-methoxy-18,18-dioxo-8-oxa-18λ6-thia-11-azatetracyclo[18.3.1.113,17.02,7]pentacosa-1(24),2,4,6,13,15,17(25),20,22-nonaen-12-one